5-methyl-isoxazole-3-carboxamide CC1=CC(=NO1)C(=O)N